C(C)[C@]1(C(OCC=2C(N3CC=4C(=NC=5C=C(C(=C6C5C4[C@H](CC6)NC(=O)NCCO)C)F)C3=CC21)=O)=O)O 1-((1S,9S)-9-ethyl-5-fluoro-9-hydroxy-4-methyl-10,13-dioxo-2,3,9,10,13,15-hexahydro-1H,12H-benzo[de]pyrano[3',4':6,7]indolizino[1,2-b]quinolin-1-yl)-3-(2-hydroxyethyl)urea